4-tert-butyl-2-(4-tertbutyl-2-pyridyl)-pyridine C(C)(C)(C)C1=CC(=NC=C1)C1=NC=CC(=C1)C(C)(C)C